N,N-dibutyl-benzenesulfonamide C(CCC)N(S(=O)(=O)C1=CC=CC=C1)CCCC